6-chloro-3-picoline ClC1=CC=C(C=N1)C